N1N=NN=C1C1=C(C=CC=C1)C1=NC(=CC(=C1)NC(CC1=CC=C(C=C1)C)=O)N1C(CCC1)C N-(2-(2-(1H-tetrazol-5-yl)phenyl)-6-(2-methylpyrrolidin-1-yl)pyridin-4-yl)-2-(p-tolyl)acetamide